N1=C(N=CC=C1)CC(=O)O 2-(Pyrimidin-2-yl)acetic acid